3-((5-(Dimethylamino)pentanoyl)oxy)-2,2-bis(((3-pentyloctanoyl)oxy)methyl)propyl-3-pentyloctanoate CN(CCCCC(=O)OCC(COC(CC(CCCCC)CCCCC)=O)(COC(CC(CCCCC)CCCCC)=O)COC(CC(CCCCC)CCCCC)=O)C